(S)-8-(5-cyclohexylthiazol-2-yl)-4-oxooctahydro-2H-pyrazino[1,2-a]pyrazine-2-carbonitrile C1(CCCCC1)C1=CN=C(S1)N1C[C@H]2N(C(CN(C2)C#N)=O)CC1